8-Octanoyloxypyrene-1,3,6-trisulfonic acid trisodium salt [Na+].[Na+].[Na+].C(CCCCCCC)(=O)OC=1C=C(C=2C=CC3=C(C=C(C=4C=CC1C2C43)S(=O)(=O)[O-])S(=O)(=O)[O-])S(=O)(=O)[O-]